3-{[methyl-(1-methylpyrrolidin-3-yl)amino]Methyl}azetidin-3-ol CN(C1CN(CC1)C)CC1(CNC1)O